N[C@@H]1CN(CC1)C1=C(C=NC=C1C1=NC2=C(N1)C=CC=C2F)C2=CC=C(S2)C#N 5-{4-[(3S)-3-aminopyrrolidin-1-yl]-5-(4-fluoro-1H-1,3-benzodiazol-2-yl)pyridin-3-yl}thiophene-2-carbonitrile